4-Tert-butyl-2,6-diformylphenol C(C)(C)(C)C1=CC(=C(C(=C1)C=O)O)C=O